(12aR)-9-bromo-8,10-difluoro-3,4,12,12a-tetrahydro-6H-pyrazino[2,1-c][1,4]benzoxazepine-2(1H)-carboxylic acid tert-butyl ester C(C)(C)(C)OC(=O)N1C[C@@H]2COC3=C(CN2CC1)C=C(C(=C3F)Br)F